C(=C)C1=CNC=C1 3-vinyl-pyrrole